IC1=C(C=CC(=C1)C(F)(F)F)C1=CC=C(C=C1)C(F)(F)F 2-iodo-4,4'-bis(trifluoromethyl)-1,1'-biphenyl